2-(6-(Methyl-(2,2,6,6-tetramethylpiperidin-4-yl)amino)pyridazin-3-yl)-5-(1H-pyrazol-4-yl)benzol CN(C1=CC=C(N=N1)C1=CC=C(C=C1)C=1C=NNC1)C1CC(NC(C1)(C)C)(C)C